N-(5-(((2s,4r)-2-methyl-4-(pyridin-2-yloxy)pyrrolidin-1-yl)methyl)thiazol-2-yl)acetamide C[C@@H]1N(C[C@@H](C1)OC1=NC=CC=C1)CC1=CN=C(S1)NC(C)=O